3-hydroxy-N-(5-(cis-3-(4-(trifluoromethyl)phenyl)cyclobutoxy)-1H-indol-3-yl)bicyclo[1.1.1]pentane-1-carboxamide OC12CC(C1)(C2)C(=O)NC2=CNC1=CC=C(C=C21)O[C@@H]2C[C@@H](C2)C2=CC=C(C=C2)C(F)(F)F